((tert-butoxycarbonyl)(methyl)amino)methane C(C)(C)(C)OC(=O)N(C)C